C(C1=CC=CC=C1)OC(C(=O)O)(CCCOC[C@H]1NCCC1)C(F)(F)F 2-benzyloxy-5-[[(2S)-pyrrolidin-2-yl]methoxy]-2-(trifluoromethyl)pentanoic acid